CC=1C(=C2C=NNC2=CC1C)N1CC=2N=C(N=C(C2CC1)N1CCNCC1)OC[C@H]1N(CCC1)C 7-(5,6-dimethyl-1H-indazol-4-yl)-2-[[(2S)-1-methylpyrrolidin-2-yl]methoxy]-4-piperazin-1-yl-6,8-dihydro-5H-pyrido[3,4-d]pyrimidine